(R)-3-((R)-2-((1s,4S)-4-(6-fluoroquinolin-4-yl)cyclohexyl)propanoyl)-4-phenyloxazolidin-2-one CC(C1CCC(CC1)C2=C3C=C(C=CC3=NC=C2)F)C(=O)N4C(COC4=O)C5=CC=CC=C5